BrC1=C(C(=CC(=C1)Br)Br)CC1OCC(O1)C=O 2-[(2,4,6-tribromophenyl)methyl]-1,3-dioxolane-4-carbaldehyde